BrC=1C=C2C=C(C(=NC2=CC1)OC)[C@H]([C@](CCN(C)C)(O)C1=CC=CC2=CC=CC=C12)C1=CC=CC=C1 (1R,2S)-1-(6-bromo-2-methoxyquinolin-3-yl)-4-dimethylamino-2-(1-naphthalenyl)-1-phenyl-butan-2-ol